4-Bromo-2-(4-(dimethoxymethyl)piperidin-1-yl)pyridine BrC1=CC(=NC=C1)N1CCC(CC1)C(OC)OC